(2s,5r)-4-(1-(2-cyano-4-fluorophenyl)ethyl)-2,5-diethylpiperazine-1-carboxylic acid tert-butyl ester C(C)(C)(C)OC(=O)N1[C@H](CN([C@@H](C1)CC)C(C)C1=C(C=C(C=C1)F)C#N)CC